N-isobutyl-6-methoxypyridine C(C(C)C)N1CC=CC=C1OC